2-[({5-fluoro-7-oxo-7,8-dihydro-6H-spiro[[1,3]oxazolo[5,4-f]quinazoline-9,1'-cyclohexan]-2-yl}methyl)(methyl)amino]-N,N-dimethylacetamide FC=1C=C2C(=C3C1NC(NC31CCCCC1)=O)OC(=N2)CN(CC(=O)N(C)C)C